(2-((2,2-dimethylazetidin-1-yl)methyl)-3-fluorophenyl)methylamine CC1(N(CC1)CC1=C(C=CC=C1F)CN)C